cis-10-pentadecene CCCCCCCCC\C=C/CCCC